ClC1=CC(=C(S1)C1=NC=C(C(=N1)C)O[C@@H]1C[C@H](CCC1)C(=O)OC)CO methyl (1S,3S)-3-((2-(5-chloro-3-(hydroxymethyl)thiophen-2-yl)-4-methylpyrimidin-5-yl)oxy)cyclohexane-1-carboxylate